2-Bromo-3-cyclohexyl-5H-imidazo[1,2-c]pyrido[3,4-e][1,3]oxazine BrC=1N=C2N(COC3=C2C=NC=C3)C1C1CCCCC1